C(#N)C1=CC(=NC(=C1)C=1N=NN(C1)C=1C(=C(C(=O)O)C=CC1)O)C=1N=NN(C1)C=1C(=C(C(=O)O)C=CC1)O 3,3'-((4-cyanopyridine-2,6-diyl)bis(1H-1,2,3-triazole-4,1-diyl))bis(2-hydroxybenzoic acid)